CC(C1CCC(CC1)(N)N)C1CCCCC1 C-monomethyl-diaminodicyclohexylmethane